BrC=1C2=C(SC1C(F)(F)P(OCC)(OCC)=O)C(=CC(=C2)CBr)OCCCC(F)(F)F diethyl ((3-bromo-5-(bromomethyl)-7-(4,4,4-trifluorobutoxy)benzo[b]thiophen-2-yl)difluoromethyl)phosphonate